[Cl-].C1=[NH+]N=CC2=CC=CC=C12 phthalazinium chloride salt